ClC1=CC=C(C=N1)C#CC(=O)N(C)C (6-Chloro-3-pyridyl)-N,N-dimethyl-prop-2-ynamide